oxazolidine-5-carboxamide O1CNCC1C(=O)N